CC(CCCCCC)I 1-methylheptyliodide